ClC1=CC=CC2=C1N(C[C@@H]1[C@@H](C(N2C)=O)N(C(C1)=O)C1=NC(=CC(=C1)C(F)(F)F)C)CCC(=O)O 3-((3aR,11aS)-6-chloro-10-methyl-1-(6-methyl-4-(trifluoromethyl)pyridin-2-yl)-2,11-dioxo-1,2,3,3a,4,10,11,11a-octahydro-5H-benzo[b]pyrrolo[2,3-f][1,4]diazocin-5-yl)propanoic acid